N-(3-chlorophenyl)-[1,1'-biphenyl]-4-amine ClC=1C=C(C=CC1)NC1=CC=C(C=C1)C1=CC=CC=C1